N-{o-[2-(2-{[(2R,3S,4S,5R,6R)-3,4,5,6-Tetrahydroxytetrahydro-2H-pyran-2-yl]methoxy}-3,4-dihydroxyphenoxy)ethoxy]phenyl}2,3-dihydroxybenzamide O[C@@H]1[C@H](O[C@H]([C@@H]([C@H]1O)O)O)COC1=C(OCCOC2=C(C=CC=C2)NC(C2=C(C(=CC=C2)O)O)=O)C=CC(=C1O)O